(5R)-4-tert-butoxycarbonyl-4-azaspiro[2.4]heptane-5-carboxylic acid C(C)(C)(C)OC(=O)N1C2(CC2)CC[C@@H]1C(=O)O